COC1=CC=C(CNC[C@@H](C)O)C=C1 (R)-1-((4-methoxybenzyl)amino)propan-2-ol